C1(CC1)N1CCN(C2=CC=CC=C12)C(=O)[C@@H]1N(CSC1)CC1=CC(=C(CN2CCC3(CN(C(C3=O)=O)C3=CC=C(C=C3)S(=O)(=O)O)CC2)C=C1OCC)OCC (S)-4-(8-(4-((4-(4-cyclopropyl-1,2,3,4-tetrahydroquinoxaline-1-carbonyl)thiazolidine-3-yl)methyl)-2,5-diethoxybenzyl)-2-oxo-1-oxo-3,8-diazaspiro[4.5]dec-3-yl)benzenesulfonic acid